N1(CCOCC1)C1=CC=2C3=NNC4=CC=C(OCCCNC(COC(=C1)C2)=O)C=C34 4-(morpholin-4-yl)-7,14-dioxa-10,19,20-triazatetracyclo[13.5.2.12,6.018,21]tricosa-1(20),2(23),3,5,15,17,21-heptaen-9-one